C(CCC(=O)O)(=O)N[C@@H](CC(=O)O)C(=O)O N-succinyl-L-aspartic acid